4-(1,4-diazepan-1-yl)-N-(3-hydroxypropyl)-N-methylbenzamide N1(CCNCCC1)C1=CC=C(C(=O)N(C)CCCO)C=C1